C(C)(C)(C)OC(=O)N1[C@H](C[C@@H](C1)C1=CC=CC=C1)C(N[C@H](C(=O)NCC=1C=C2C(=CNC2=CC1)Cl)C)=O (2r,4r)-2-(((S)-1-(((3-chloro-1H-indol-5-yl)methyl)amino)-1-oxopropan-2-yl)carbamoyl)-4-phenylpyrrolidine-1-carboxylic acid tert-butyl ester